NC1=C2C(=NC=N1)N(N=C2C=2C(=NC(=CC2)OC2=CC=CC=C2)F)[C@H]2CN(CCC2)C(=O)C(C#N)=CC(C)(C)N2CCC2 (R)-2-(3-(4-amino-3-(2-fluoro-6-phenoxypyridin-3-yl)-1H-pyrazolo[3,4-d]pyrimidin-1-yl)piperidine-1-carbonyl)-4-(azetidin-1-yl)-4-methylpent-2-enenitrile